N-cyclopropyl-5-[4-{pyrazolo[1,5-a]pyridin-2-yl}-1H,4H,5H,6H,7H-imidazo[4,5-c]pyridine-5-carbonyl]-1,3,4-oxadiazol-2-amine C1(CC1)NC=1OC(=NN1)C(=O)N1C(C2=C(CC1)NC=N2)C2=NN1C(C=CC=C1)=C2